C(C)(C)(C)[C@@](N(C(=O)N1C=NC=C1)C(C)(C)C)(CCC(=O)[O-])C(=O)[O-] Di-tert-butyl-(1H-imidazole-1-carbonyl)-D-glutamate